CC1(COC1)NC1=CC(=NC=C1C=1SC(=NN1)N1CCNCC1)C1=CC=C2N1N=CC(=C2)C#N 7-{4-[(3-methyloxetan-3-yl)amino]-5-[5-(piperazin-1-yl)-1,3,4-thiadiazol-2-yl]pyridin-2-yl}pyrrolo[1,2-b]pyridazine-3-carbonitrile